(1-(1-(2-fluoroethyl)azetidin-3-yl)ethyl)-5-(4-(trifluoromethyl)phenoxy)-2-naphthamide FCCN1CC(C1)C(C)C1=C(C=CC2=C(C=CC=C12)OC1=CC=C(C=C1)C(F)(F)F)C(=O)N